C1(CCCC1)C[Si](OC)(OC)CC1CCCCCC1 (cyclopentyl)methyl-(cycloheptyl)methyl-dimethoxysilane